7-(azetidin-3-yl)-1'-[4-chloro-2-(trifluoromethyl)phenyl]-2-(2-ethoxypyridin-3-yl)spiro[8H-1,7-naphthyridine-5,4'-piperidine]-6-one N1CC(C1)N1C(C2(CCN(CC2)C2=C(C=C(C=C2)Cl)C(F)(F)F)C=2C=CC(=NC2C1)C=1C(=NC=CC1)OCC)=O